BrC1=CC=C2N1C(=CN=C2)C 6-Bromo-4-methylpyrrolo[1,2-a]pyrazine